4,5'-bibenzo[d][1,3]dioxol-6-carboxamide hydrochloride Cl.O1COC2=C1C=C(C=C2C2=CC1=C(OCO1)C=C2)C(=O)N